CNC(=O)C1=C(C=C(C=C1)C=1CCN(CC1)C(=O)OC(C)(C)C)C(F)(F)F tert-butyl 4-(4-(methylcarbamoyl)-3-(trifluoromethyl) phenyl)-3,6-dihydropyridine-1(2H)-carboxylate